(S)-4-{2-(4-Ethylthiazol-2-yl)-2-[3-(thiazol-2-yl)propionylamino]Ethyl}phenylaminosulfonic acid C(C)C=1N=C(SC1)[C@H](CC1=CC=C(C=C1)NS(=O)(=O)O)NC(CCC=1SC=CN1)=O